5-(((1s,4s)-4-(1-methyl-1H-pyrazol-4-yl)cyclohexyl)oxy)-7-morpholino-1,6-naphthyridin-3-ol CN1N=CC(=C1)C1CCC(CC1)OC1=C2C=C(C=NC2=CC(=N1)N1CCOCC1)O